N1[C@H](CCC1)[C@@H]1OCCC2=CC=C(C=C12)C#N (R)-1-((R)-pyrrolidin-2-yl)isochroman-7-carbonitrile